6-(4-bromo-2-(trifluoromethyl)phenoxy)-N-(3-cyano-4-fluorophenyl)-2-fluoro-3-(trifluoromethyl)benzamide BrC1=CC(=C(OC2=CC=C(C(=C2C(=O)NC2=CC(=C(C=C2)F)C#N)F)C(F)(F)F)C=C1)C(F)(F)F